2-cyclohexene C1C=CCCC1